ClC1=CC=C(C(=N1)C(=O)O)N[C@H](C)C1=C2N=C(C(=NC2=CC(=C1)C)C#N)N1CC(C(C1)=O)C 6-chloro-3-(((1R)-1-(2-cyano-7-methyl-3-(3-methyl-4-oxopyrrolidin-1-yl)quinoxalin-5-yl)ethyl)amino)picolinic acid